tert-butyl N-(2-hydroxyethyl)-N-methyl-carbamate OCCN(C(OC(C)(C)C)=O)C